C(C)(C)C=1C(=NNC1C=1C=C(C=2N(C1)N=CN2)OC)C=2SC(=CN2)N2[C@H](CN(CC2)CCC)C (S)-2-(4-isopropyl-5-(8-methoxy-[1,2,4]triazolo[1,5-a]pyridin-6-yl)-1H-pyrazol-3-yl)-5-(2-methyl-4-propylpiperazin-1-yl)thiazole